BrC=1C=NC(=NC1)N1[C@H](C2=CC=CC=C2CC1)C1=CC=CC=C1 (S)-2-(5-bromopyrimidin-2-yl)-1-phenyl-1,2,3,4-tetrahydroisoquinoline